dibenzophospholene C1=CC=CC=2PC3=C(C21)C=CC=C3